2-bromo-1-methylimidazole-4,5-dicarboxylic acid 4,5-dimethyl ester COC(=O)C=1N=C(N(C1C(=O)OC)C)Br